((3-(2-(methoxy-d3)pyridin-4-yl)bicyclo[4.2.0]octa-1(6),2,4-trien-2-yl)carbamoyl)-6,7-dihydro-5H-pyrazolo[5,1-b][1,3]oxazine-3-sulfonimidamide C(OC1=NC=CC(=C1)C1=C(C=2CCC2C=C1)NC(=O)C1=NN2C(OCCC2)=C1S(=O)(N)=N)([2H])([2H])[2H]